CC(C=CCCCC)C1C(=O)OC(C1)=O 2-(2-octa-3-enyl)succinic anhydride